racemic-benzyl (3R*,4S*)-4-hydroxy-3-(1-methyl-1H-pyrazol-4-yl)piperidine-1-carboxylate O[C@@H]1[C@@H](CN(CC1)C(=O)OCC1=CC=CC=C1)C=1C=NN(C1)C |r|